C(C)(C)(C)OC(=O)N(C1=NC=CC(=C1F)CC1=C2CCCN(C2=CC=C1)C(=O)OCC1=CC=CC=C1)C(=O)OC(C)(C)C benzyl 5-[[2-[bis(tert-butoxycarbonyl)amino]-3-fluoro-4-pyridyl] methyl]-3,4-dihydro-2H-quinoline-1-carboxylate